FC=1C(=C2C(=NC1)NC=C2)NC=2C=C(C=CC2N2CCN(CC2)C)C#CC(C)(O)C=2SC=CN2 4-(3-((5-fluoro-1H-pyrrolo[2,3-b]pyridin-4-yl)amino)-4-(4-methylpiperazin-1-yl)phenyl)-2-(thiazol-2-yl)but-3-yn-2-ol